ClC=1C(=CC(=C(C(=O)NC2=CC(=NC=C2)OC)C1)CC1=C(C=C(C=C1)F)C)C(F)(F)F 5-chloro-2-(4-fluoro-2-methylbenzyl)-N-(2-methoxypyridin-4-yl)-4-(trifluoromethyl)benzamide